C([C@@H]1[C@@H]([C@@H]([C@H]([C@@H](O1)O[C@H]([C@@H](CO)O)[C@@H](C=O)O)O)O)O)O 3-O-β-D-Galacto-pyranosyl-D-Arabinose